(6-(methylsulfanyl)-5-nitropyridin-3-yl)methanol CSC1=C(C=C(C=N1)CO)[N+](=O)[O-]